C(C)N1C(NC2=C(C(=CC=3C2=C1N=CN3)CN3CCN(CC3)C3=C(C=C(C(=O)OC)C=C3)C)F)=O Methyl 4-(4-((3-ethyl-9-fluoro-2-oxo-2,3-dihydro-1H-pyrimido[4,5,6-de]quinazolin-8-yl)methyl)piperazin-1-yl)-3-methylbenzoate